2-(E)-(2-methoxybenzylidene)-1-cyclopentanone COC1=C(\C=C/2\C(CCC2)=O)C=CC=C1